tert-butyl (8-fluoro-5,6-dihydro-4H-pyrrolo[3,2,1-ij]quinolin-5-yl)(methyl)carbamate FC=1C=C2CC(CN3C2=C(C1)C=C3)N(C(OC(C)(C)C)=O)C